N1=C(C=NC=C1)C(=O)NC1=CC=C(C=C1)B(O)O 4-(pyrazin-2-yl)formylaminophenylboronic acid